2-(4-fluorophenyl)-6-(((1R,5S,6s)-3-(1-methyl-3-(thiazol-4-yl)-1H-pyrazole-5-carbonyl)-3-azabicyclo[3.1.0]hexan-6-yl)oxy)isonicotinic acid FC1=CC=C(C=C1)C=1C=C(C(=O)O)C=C(N1)OC1[C@@H]2CN(C[C@H]12)C(=O)C1=CC(=NN1C)C=1N=CSC1